cyclopropylcarbonylmethylenetributylphosphine C1(CC1)C(=O)C=CCCCP(CCCC)CCCC